[N+](=O)([O-])C1=C(C(=O)O)C=CC=C1NCC1COC1.ClCC1=NC2=C(N1CC1COC1)C=C(C=C2)C(=O)OC Methyl 2-(chloromethyl)-1-(oxetan-3-ylmethyl)-1H-benzo[d]imidazole-6-carboxylate nitro-3-((oxetan-3-ylmethyl)amino)benzoate